N,N-dimethyl-2-(2-hydroxyethyl)piperidinium chloride [Cl-].C[N+]1(C(CCCC1)CCO)C